(5-(3,5-difluorophenyl)-4,5-dihydro-1H-pyrazol-1-yl)(3-((5-fluoro-1H-benzo[d]-[1,2,3]triazol-1-yl)methyl)-bicyclo[1.1.1]pentan-1-yl)methanone FC=1C=C(C=C(C1)F)C1CC=NN1C(=O)C12CC(C1)(C2)CN2N=NC1=C2C=CC(=C1)F